C(C)(C)N1C2=NC(=NC(=C2N=C1)N)C=1C=NC=C(C1)C 9-isopropyl-2-(5-methylpyridin-3-yl)-9H-purin-6-amine